2-[(METHYLSULFANYL)METHYL]PYRIMIDINE-4-CARBALDEHYDE CSCC1=NC=CC(=N1)C=O